5-(2,8-dimethylimidazo[1,2-B]pyridazin-6-yl)-2-(4-piperidinyl)-6H-pyrazolo[3,4-c]pyridin-7-one CC=1N=C2N(N=C(C=C2C)C2=CC=3C(C(N2)=O)=NN(C3)C3CCNCC3)C1